FC(OC=1C=C(C=CC1F)C=1C=C2C(=NC1)C=NN2CC(=O)NNC(=O)NC)F 1-[[2-[6-[3-(difluoromethoxy)-4-fluoro-phenyl]pyrazolo[4,3-b]pyridin-1-yl]acetyl]amino]-3-methyl-urea